2-(cyclopropylmethyl)-7-(2-(1-fluorocyclopropyl)-6,7-dihydrothiazolo[5,4-c]pyridin-5(4H)-yl)-5,6-dimethyl-[1,2,4]triazolo[4,3-a]pyrimidin-3(2H)-one C1(CC1)CN1N=C2N(C(=C(C(=N2)N2CC3=C(CC2)N=C(S3)C3(CC3)F)C)C)C1=O